FC12CC(C1)(C2)C(=O)Cl 3-fluorobicyclo[1.1.1]pentane-1-carbonyl chloride